2-(4-(bis(ethylsulfanyl)methyl)-2-methoxyphenoxy)-1-(4-p-toluenesulfonylpiperazin-1-yl)ethan-1-one C(C)SC(C1=CC(=C(OCC(=O)N2CCN(CC2)S(=O)(=O)C2=CC=C(C)C=C2)C=C1)OC)SCC